Cl.NCCNC(=O)C1=CC=C(C=C1)NC(=O)N1C=CC2=C1N=CN=C2N(C)[C@H]2CN(CC[C@H]2C)C(CC#N)=O N-[4-(2-aminoethylcarbamoyl)phenyl]-4-[[(3R,4R)-1-(2-cyanoacetyl)-4-methyl-3-piperidyl]-methyl-amino]pyrrolo[2,3-d]pyrimidine-7-carboxamide hydrochloride